Tert-butyl (6-bromoisoquinolin-1-yl)(methyl)carbamate BrC=1C=C2C=CN=C(C2=CC1)N(C(OC(C)(C)C)=O)C